P(=O)(O)(O)O[C@H]1[C@@H](O[C@@H]([C@H]1O)CO)N1C=NC=2C(=O)NC(N)=NC12 phospho-guanosine